eicosane-1,10-diol C(CCCCCCCCC(CCCCCCCCCC)O)O